(5-aminopyridin-2-yl)(1-(5-fluoropyridine-2-yl)cyclopropyl)methanone NC=1C=CC(=NC1)C(=O)C1(CC1)C1=NC=C(C=C1)F